NCC(CN1N=CN(C1=O)C1=NC(=CC=C1)C=1C=NC(=CC1)N1CCOCC1)=C(F)F 2-[2-(aminomethyl)-3,3-difluoro-allyl]-4-[6-(6-morpholino-3-pyridyl)-2-pyridyl]-1,2,4-triazol-3-one